[N+](=O)([O-])C1=CC=C(OP2(SCCS2)=S)C=C1 2-(4-nitrophenoxy)-1,3,2-dithiaphospholane 2-sulfide